FC1=C(C=C(C=C1)C1=CC(=NO1)C(=O)OCC)OC ethyl 5-(4-fluoro-3-methoxyphenyl)isoxazole-3-carboxylate